3-(difluoromethoxy)-5-((((S)-1-(3-fluoropropyl)pyrrolidin-3-yl)oxy)pyridine-2-yl)-3-methyl-2-(2,2,2-trifluoroethyl)-2,3,4,9-tetrahydro-1H-pyrido[3,4-b]indole FC(OC1(CC2=C(NC3=CC=CC(=C23)C2=NC=CC=C2O[C@@H]2CN(CC2)CCCF)CN1CC(F)(F)F)C)F